FC1=CC=C(C=C1)C(=O)C1=CNC=2N=C(N=C(C21)NC2CCC(CC2)CO)NC=2C(=NN(C2)C)OC (4-fluorophenyl)(4-(((1s,4s)-4-(hydroxymethyl)cyclohexyl)amino)-2-((3-methoxy-1-methyl-1H-pyrazol-4-yl)amino)-7H-pyrrolo[2,3-d]pyrimidin-5-yl)methanone